tert-Butyl 3-(4-benzyloxy-7-(thiazol-2-yl)benzo[d]oxazol-2-yl)-3,6-diazabicyclo[3.1.1]heptane-6-carboxylate C(C1=CC=CC=C1)OC1=CC=C(C2=C1N=C(O2)N2CC1N(C(C2)C1)C(=O)OC(C)(C)C)C=1SC=CN1